C(#N)CC(OC)=S O-methyl 2-cyanoethanethioate